O=C1N(C=CC=2C=CC=NC12)C=1N=C(OC1C1=CC=C(C=C1)C(F)(F)F)C=O 4-(8-oxo-7,8-dihydro-1,7-naphthyridin-7-yl)-5-[4-(trifluoromethyl)phenyl]-1,3-oxazole-2-carbaldehyde